(2-(1-benzyl-2,6-dioxopiperidin-3-yl)-1-oxoisoindolin-4-yl)carbamic acid tert-butyl ester C(C)(C)(C)OC(NC1=C2CN(C(C2=CC=C1)=O)C1C(N(C(CC1)=O)CC1=CC=CC=C1)=O)=O